2-((S)-1-chloroethyl)-1-(((S)-oxetan-2-yl)methyl)-1H-benzo[d]imidazole-6-carboxylate Cl[C@@H](C)C1=NC2=C(N1C[C@H]1OCC1)C=C(C=C2)C(=O)[O-]